1-(4-((1R,2S)-6-hydroxy-2-methyl-2-phenyl-1,2,3,4-tetrahydronaphthalen-1-yl)phenyl)piperidine-4-carbaldehyde OC=1C=C2CC[C@@]([C@H](C2=CC1)C1=CC=C(C=C1)N1CCC(CC1)C=O)(C1=CC=CC=C1)C